FC=1C=NC(=NC1)N[C@@H]1CNCC[C@H]1OCC1=CC=C(C=C1)C(F)(F)F 5-fluoro-N-((3R,4R)-4-((4-(trifluoromethyl)benzyl)oxy)piperidin-3-yl)pyrimidin-2-amine